O=C1NC2(CN(C2)C(=O)N2CC3(C2)CC(C3)=CC3=C(OCCNC(OCC2=CC=CC=C2)=O)C=CC=C3)CO1 benzyl (2-(2-((2-(6-oxo-7-oxa-2,5-diazaspiro[3.4]octane-2-carbonyl)-2-azaspiro[3.3]heptan-6-ylidene)methyl)phenoxy)ethyl)carbamate